3-amino-N,3-dimethylbenzamide NC1(CC(C(=O)NC)=CC=C1)C